3-(perfluoro-n-decyl) propylene oxide FC(C(C(C(C(C(C(C(C(C(F)(F)F)(F)F)(F)F)(F)F)(F)F)(F)F)(F)F)(F)F)(F)F)(CC1CO1)F